(1S,3S)-5'-(4-fluoro-3-methylphenyl)-9'-hydroxy-3,4',4'-trimethyl-4',5'-dihydro-3'H-spiro[cyclobutane-1,1'-pyrano[4,3-b]indole]-3-carboxylic acid FC1=C(C=C(C=C1)N1C2=C(C=3C(=CC=CC13)O)C1(OCC2(C)C)CC(C1)(C(=O)O)C)C